O=C1N(C(CC1)=O)C(C(=O)OC1CCN(CC1)C1=CC(=NC=C1C#CC=1C(=NN(C1)C)C(F)(F)F)Cl)C (2-chloro-5-((1-methyl-3-(trifluoromethyl)-1H-pyrazol-4-yl)ethynyl)pyridin-4-yl)piperidin-4-ol 2,5-dioxopyrrolidin-1-ylpropionate